C(#N)[C@H]1N(CSC1)C(CC1=NC2=CC=C(C=C2C(=C1)C(=O)N)C1CCC(CC1)OC)=O (2-((R)-4-Cyanothiazolidin-3-yl)-2-oxoethyl)-6-((1R,4RS)-4-methoxycyclohexyl)quinoline-4-carboxamide